3-[1-[6-oxo-5-(trifluoromethyl)-1H-pyridazin-3-yl]ethoxy]propionic acid O=C1C(=CC(=NN1)C(C)OCCC(=O)O)C(F)(F)F